(3-butenyl)(7-octenyl)dichlorosilane 1-{5-[3-(Octyloxy)phenyl]pentanoyl}azetidin-3-yl-dihydrogenphosphate ammonium salt [NH4+].C(CCCCCCC)OC=1C=C(C=CC1)CCCCC(=O)N1CC(C1)OP(=O)(O)O.C(CC=C)[Si](Cl)(Cl)CCCCCCC=C